B([O-])([O-])[O-].[Gd+3].[Er+3].[O+2].[Ca+2] calcium oxygen erbium gadolinium borate